tert-Butyl 3-(4-((8-hydroxyoctyl)oxy)phenyl)-2,6-dioxopiperidine-1-carboxylate OCCCCCCCCOC1=CC=C(C=C1)C1C(N(C(CC1)=O)C(=O)OC(C)(C)C)=O